BrC=1C=NC=2N(C1)N=C(C2)C(=O)OCCCC butyl 6-bromopyrazolo[1,5-a]pyrimidine-2-carboxylate